BrC=1C=NC=C(C1C=O)N1C(C2=CC=3CC(CC3N2CC1)(C)C)=O 3-Bromo-5-{4,4-dimethyl-9-oxo-1,10-diazatricyclo[6.4.0.02,6]dodeca-2(6),7-dien-10-yl}pyridine-4-carbaldehyde